CN1N=CC=C1C(C)=O 1-(1-methyl-1H-pyrazol-5-yl)ethan-1-one